C1(CC1)CN1CCN(CC1)C(=O)C1=CC(=NC2=CC=CC=C12)C=1OC(=CC1)C (4-(cyclopropylmethyl)piperazin-1-yl)(2-(5-methylfuran-2-yl)quinolin-4-yl)methanone